[B](F)F.C1(=CC=CC=C1)C(CC1=NC=CC=C1)=O 1-phenyl-2-(pyridin-2-yl)ethan-1-one boron difluoride